N1(N=NC=C1)CCC(=O)N1CC(=CCC1)C1=CC(=C2C=C(NC2=C1F)C(=O)N(C)C1CC1)Cl 6-(1-(3-(1H-1,2,3-triazol-1-yl)propanoyl)-1,2,5,6-tetrahydropyridin-3-yl)-4-chloro-N-cyclopropyl-7-fluoro-N-methyl-1H-indole-2-carboxamide